N-(2-(4-((1S,4S)-2-oxa-5-azabicyclo[2.2.1]heptane-5-yl)piperidine-1-yl)-5-((6-((R)-3-(2-chloro-3,6-difluorophenyl)isoxazolidine-2-yl)pyrimidine-4-yl)amino)-4-methoxyphenyl)acrylamide [C@@H]12OC[C@@H](N(C1)C1CCN(CC1)C1=C(C=C(C(=C1)OC)NC1=NC=NC(=C1)N1OCC[C@@H]1C1=C(C(=CC=C1F)F)Cl)NC(C=C)=O)C2